FC1(CCN(CC1)C1=CC(=NC(=C1)NC1=CC=C2C=CNC2=C1)C#N)F 4-(4,4-difluoropiperidin-1-yl)-6-[(1H-indol-6-yl)amino]pyridine-2-carbonitrile